C(#N)C1=CN=C2N1C(=CC(=C2)C=2N=NN(C2C)C2CCN(CC2)C(=O)OC(C)(C)C)OC(CC)C2=NC=C(C=C2)F tert-Butyl 4-[4-[3-cyano-5-[1-(5-fluoro-2-pyridyl)propoxy]imidazo[1,2-a]pyridin-7-yl]-5-methyl-triazol-1-yl]piperidine-1-carboxylate